NCCCCCN1C(C=CC1=O)=O 1-(5-aminopentyl)-1H-pyrrole-2,5-dione